N-methylindole-6-sulfonamide CNS(=O)(=O)C1=CC=C2C=CNC2=C1